C(C)(C)(C)OC(=O)N1C[C@](CC1)(C(N(C)OC)=O)F |r| rac-3-fluoro-3-(methoxy(methyl)carbamoyl)pyrrolidine-1-carboxylic acid tert-butyl ester